10,10-dimethyl-9-oxo-4-(o-tolyl)-1-oxa-4-azaspiro[5.5]undec-7-ene-8-carbonitrile CC1(C(C(=CC2(CN(CCO2)C2=C(C=CC=C2)C)C1)C#N)=O)C